C(C)OC1CCN(CC1)C1=NC=C2C(=N1)N(N=C2C=2C(=C(C(=C(C2)C(F)(F)F)F)O)F)C 3-(6-(4-Ethoxypiperidin-1-yl)-1-methyl-1H-pyrazolo[3,4-d]pyrimidin-3-yl)-2,6-difluoro-5-(trifluoromethyl)phenol